FC(OC1=C(C=C(C(=O)OC)C=C1)OCC(C)C)F methyl 4-(difluoromethoxy)-3-isobutoxybenzoate